4-bromo-2-(spiro[2.5]oct-5-en-6-yl)benzoic acid methyl ester COC(C1=C(C=C(C=C1)Br)C1=CCC2(CC2)CC1)=O